O[C@@H]1C[C@H](N(C1)C([C@H](CC)N1C(C2=CC=CC=C2C1)=O)=O)C(=O)NCC1=CC=C(C=C1)C1=C(N=CS1)C (2S,4R)-4-hydroxy-N-(4-(4-methylthiazol-5-yl)benzyl)-1-((S)-2-(1-oxoisoindolin-2-yl)butanoyl)pyrrolidine-2-carboxamide